(R)-2-(2-Hydroxypropan-2-yl)-N'-((3-oxo-1,2,3,5,6,7-hexahydro-s-indacen-4-yl)carbamoyl)thiazole-5-sulfonimidamide OC(C)(C)C=1SC(=CN1)[S@@](=O)(N)=NC(NC1=C2C(CCC2=CC=2CCCC12)=O)=O